ClC1=CC=C(C=C1)C(NC(CCC1=CC(=C(C=C1)OCC#C)OC)=O)C#N N-[(4-Chlorophenyl)(cyano)methyl]-3-[3-methoxy-4-(prop-2-yn-1-yloxy)phenyl]propanamide